(2R,3S)-2-(((4-(2-aminopyrazolo[1,5-a]pyridin-5-yl)-6-chloropyridin-3-yl)oxy)methyl)tetrahydrofuran-3-ol NC1=NN2C(C=C(C=C2)C2=C(C=NC(=C2)Cl)OC[C@H]2OCC[C@@H]2O)=C1